ON1[C@@H](CCC1)C(=O)O 4-trans-hydroxy-L-proline